C[Si](O[Si](C)(C)CCCN)(C)CCCN (1,1,3,3-tetramethyldisiloxane-1,3-diyl)bis(propan-1-amine)